O=C1NC(CCC1N1C(N(C2=C1C=CC(=C2)CCCOCCOC2CCN(CC2)C(=O)OC(C)(C)C)C)=O)=O Tert-butyl 4-[2-[3-[1-(2,6-dioxo-3-piperidyl)-3-methyl-2-oxo-benzimidazol-5-yl]propoxy] ethoxy]piperidine-1-carboxylate